4-(2-((2-(2,6-dioxopiperidin-3-yl)-1,3-dioxoisoindol-4-yl)oxy)acetamido)-N-methylbutanamide formate C(=O)O.O=C1NC(CCC1N1C(C2=CC=CC(=C2C1=O)OCC(=O)NCCCC(=O)NC)=O)=O